2-[4-(2,2-dicyano-1-methoxy-vinyl)phenyl]acetic acid methyl ester COC(CC1=CC=C(C=C1)C(=C(C#N)C#N)OC)=O